COC1=NC=C(C=C1C=1C(=C(C=CC1F)S(=O)(=O)N)F)C=1C=C2C(=NC=NC2=C(C1)OCC1CCN(CC1)C)C (2-methoxy-5-(4-methyl-8-((1-methylpiperidin-4-yl)methoxy)quinazolin-6-yl)pyridin-3-yl)-2,4-difluorobenzenesulfonamide